tert-Butyl N-[(1S)-2-[4-(2-furylmethylamino)-2,7-dimethyl-thieno[3,2-d]pyrimidin-6-yl]1-methyl-ethyl]carbamate O1C(=CC=C1)CNC=1C2=C(N=C(N1)C)C(=C(S2)C[C@H](C)NC(OC(C)(C)C)=O)C